C[C@H]1CC[C@@H](N(C1)C(=O)OC(C)(C)C)C1=CC(=CC=C1)OCC1CCNCC1 tert-Butyl (2R,5S)-5-methyl-2-[3-(4-piperidyl methoxy)phenyl]piperidine-1-carboxylate